2-[1-[6-Methyl-2-(2-methylthiazolo[5,4-b]pyridin-6-yl)-4-oxo-chromen-8-yl]ethylamino]benzoic acid CC=1C=C2C(C=C(OC2=C(C1)C(C)NC1=C(C(=O)O)C=CC=C1)C=1C=C2C(=NC1)SC(=N2)C)=O